BrC=1C=CC(=NC1)C=1OC(=NN1)C 2-(5-bromo-2-pyridinyl)-5-methyl-1,3,4-oxadiazole